tert-butyl 3-(4-amino-5-iodo-7H-pyrrolo[2,3-d]pyrimidin-7-yl)pyrrolidine-1-carboxylate NC=1C2=C(N=CN1)N(C=C2I)C2CN(CC2)C(=O)OC(C)(C)C